CN(CC1=CC=CC=2NN=NC21)C N,N-dimethyl-benzotriazolemethylamine